(S)-2-(4-(6-chloro-7-(8-chloronaphthalen-1-yl)pyrido[2,3-d]pyrimidin-4-yl)piperazin-2-yl)acetonitrile ClC1=CC2=C(N=CN=C2N2C[C@@H](NCC2)CC#N)N=C1C1=CC=CC2=CC=CC(=C12)Cl